O=C(CC[C@H]1NC(OC1)=O)N1CC2(C1)CCN(CC2)CC2=CC(=CC=C2)S(=O)(=O)C(F)(F)F (4R)-4-[3-Oxo-3-[7-[[3-(trifluoro-methylsulfonyl)phenyl]methyl]-2,7-diazaspiro[3.5]nonan-2-yl]propyl]oxazolidin-2-one